butyl-1-(6-chloropyridazin-3-yl)-N-methylpyrrolidin-3-amine C(CCC)C1N(CCC1NC)C=1N=NC(=CC1)Cl